(S)-1-(4-(7-(6-amino-3-(trifluoromethyl)pyridin-2-yl)-6-chloro-2-((1-(dimethylamino)propan-2-yl)oxy)quinazolin-4-yl)piperazin-1-yl)propan-2-en-1-one NC1=CC=C(C(=N1)C1=C(C=C2C(=NC(=NC2=C1)O[C@H](CN(C)C)C)N1CCN(CC1)C(C=C)=O)Cl)C(F)(F)F